2-((2-((2-methoxy-4-((4-morpholinoadamantan-1-yl)oxy)phenyl)amino)-5-(trifluoromethyl)pyrimidin-4-yl)amino)-N,3-dimethylbenzamide COC1=C(C=CC(=C1)OC12CC3C(C(CC(C1)C3)C2)N2CCOCC2)NC2=NC=C(C(=N2)NC2=C(C(=O)NC)C=CC=C2C)C(F)(F)F